5-(difluoromethoxy)-2-azabicyclo[2.2.1]heptane FC(OC1C2CNC(C1)C2)F